CC1OC(CCN1)C 2,6-dimethyl-1,3-oxazinane